(S)-3-hydroxydocosanyl-CoA O[C@H](CCSCCNC(CCNC([C@@H](C(COP(OP(OC[C@@H]1[C@H]([C@H]([C@@H](O1)N1C=NC=2C(N)=NC=NC12)O)OP(=O)(O)O)(=O)O)(=O)O)(C)C)O)=O)=O)CCCCCCCCCCCCCCCCCCC